CN([C@@H](CC(=O)O)C(=O)O)C dimethyl-aspartic acid